C(#N)CN1N=C(C(=C1)C1=CN=C2N1C=CN=C2NC2=CC(=C(C(=O)N1CCN(CC1)C(=O)N[C@H]1CNC[C@@H]1O)C=C2)C)C(F)(F)F 4-[4-[[3-[1-(cyanomethyl)-3-(trifluoromethyl)pyrazol-4-yl]imidazo[1,2-a]pyrazin-8-yl]amino]-2-methylbenzoyl]-N-[(3S,4S)-4-hydroxypyrrolidin-3-yl]piperazine-1-carboxamide